methylene(cyclopentadienyl)(2,3,6,7-tetratert-butylfluorenyl)zirconium dichloride [Cl-].[Cl-].C=[Zr+2](C1=C(C(=CC=2C3=CC(=C(C=C3CC12)C(C)(C)C)C(C)(C)C)C(C)(C)C)C(C)(C)C)C1C=CC=C1